Pyrimidin-2-ylmethylamine dihydrochloride Cl.Cl.N1=C(N=CC=C1)CN